2-(4,4-difluoro-3-methylpiperidin-1-yl)-N-(2-(N-(2,4-dimethoxybenzyl)-N-((2,4-dimethoxycyclohexa-1,5-dien-1-yl)methyl)sulfamoyl)pyridin-4-yl)-7-fluoroquinoline-3-carboxamide FC1(C(CN(CC1)C1=NC2=CC(=CC=C2C=C1C(=O)NC1=CC(=NC=C1)S(N(CC1=C(CC(C=C1)OC)OC)CC1=C(C=C(C=C1)OC)OC)(=O)=O)F)C)F